O1C(COC1)CC(F)(F)C1=CC=C(C=C1)N1C(C(=CC=C1C(F)(F)F)C(=O)N)=O (4-(2-(1,4-Dioxolan-2-yl)-1,1-difluoroethyl)phenyl)-2-oxo-6-(trifluoromethyl)-1,2-dihydropyridine-3-carboxamide